(S)-N-(7-(1,4-diazabicyclo[3.2.2]nonan-4-yl)-5-methyl-4-oxo-2,3,4,5-tetrahydrobenzo[b][1,4]oxazepin-3-yl)-5-benzylisoxazole-3-carboxamide N12CCN(C(CC1)CC2)C2=CC1=C(OC[C@@H](C(N1C)=O)NC(=O)C1=NOC(=C1)CC1=CC=CC=C1)C=C2